3-Methyl-2-oxo-2,3-dihydro-1H-benzimidazole-4-carbaldehyde Potassium [K].CN1C(NC2=C1C(=CC=C2)C=O)=O